ClC=1C=C(C=CC1)NC(=O)NCC1=CC(=NC=C1)OC(F)F 1-(3-chlorophenyl)-3-[[2-(difluoro-methoxy)pyridin-4-yl]methyl]urea